ClCC=1C=C2CCN3C(C2=CC1)=NC(=C3)C(F)(F)F 8-(chloromethyl)-2-(trifluoromethyl)-5,6-dihydroimidazo[2,1-a]isoquinoline